BrC1=C(C=C(C=C1)C(F)(F)F)NC(C)=O N-(2-bromo-5-(trifluoromethyl)phenyl)acetamide